1-(3-Trifluoromethoxy-benzyl)-3-(3-trifluoromethyl-bicyclo[1.1.1]pent-1-yl)-urea FC(OC=1C=C(CNC(=O)NC23CC(C2)(C3)C(F)(F)F)C=CC1)(F)F